8-acetyl-6-chloro-3-methyl-2-morpholino-quinazolin-4-one C(C)(=O)C=1C=C(C=C2C(N(C(=NC12)N1CCOCC1)C)=O)Cl